ClC1=NN(C2=NC(=NC=C21)Cl)CCCOC2=NN(C(=C2[N+](=O)[O-])C)C2(CC2)C(=O)OC methyl 1-(3-(3-(3,6-dichloro-1H-pyrazolo[3,4-d]pyrimidin-1-yl)propoxy)-5-methyl-4-nitro-1H-pyrazol-1-yl)cyclopropanecarboxylate